3,5-dimethoxyphenyl-1H-pyrrolo[2,3-b]pyridine-3-sulfonamide COC=1C=C(C=C(C1)OC)N1C=C(C=2C1=NC=CC2)S(=O)(=O)N